FC(C=1C(=C(C=CC1)[C@@H](C#C)NC=1C2=C(N=CN1)C=CN(C2)C2(CC2)C(F)F)F)F (R)-4-((1-(3-(difluoromethyl)-2-fluorophenyl)prop-2-yn-1-yl)amino)-6-(1-(difluoromethyl)cyclopropyl)pyrido[4,3-d]pyrimidin